C1(CC2C(CC1)O2)COCC2CC1C(CC2)O1 di(3,4-epoxy cyclohexylmethyl) ether